BrC1=C(C=CC(=C1F)N1CCOCC1)NC(=O)C=1C=NN2C1N=C(C=C2)N[C@H]2CNCCC2 (R)-N-(2-bromo-3-fluoro-4-morpholinophenyl)-5-(piperidin-3-ylamino)pyrazolo[1,5-a]pyrimidine-3-carboxamide